tert-butyl 2-(5-bromo-2-fluorophenyl)-2-(methanesulfonyloxy)acetate BrC=1C=CC(=C(C1)C(C(=O)OC(C)(C)C)OS(=O)(=O)C)F